4-[4-[6-chloro-4-(trifluoromethyl)-2-pyridyl-piperazin-1-yl]sulfonylphenyl]-3a,4,6,7,8,8a-hexahydrooxazolo[4,5-c]azepin-2-one ClC1=CC(=CC(=N1)C1N(CCNC1)S(=O)(=O)C1=CC=C(C=C1)C1NCCCC2C1NC(O2)=O)C(F)(F)F